(3S,5S,6R)-3-[(4-fluoro-1-hydroxy-3H-2,1-benzoxaborol-5-yl)methyl]-5,6-diphenylmorpholin-2-one FC1=C(C=CC2=C1COB2O)C[C@@H]2N[C@H]([C@H](OC2=O)C2=CC=CC=C2)C2=CC=CC=C2